(S)-N-((Z)-(3-chloro-4-fluorophenyl)(1-(1,1,1-trifluoropropan-2-yl)piperidin-4-yl)-methylene)-2-methylpropane-2-sulfinamide ClC=1C=C(C=CC1F)\C(=N/[S@@](=O)C(C)(C)C)\C1CCN(CC1)C(C(F)(F)F)C